FC(C1=C(C#N)C(=CC(=C1)CC(C)C)F)F 2-(difluoromethyl)-6-fluoro-4-isobutylbenzonitrile